ClC1=NC=C(C2=C1CCC2)C=C 1-chloro-4-vinyl-6,7-dihydro-5H-cyclopenta[c]pyridine